3-((5-chloro-2-((2-(difluorometh-oxy)-4-((1R,4R)-5-methyl-2,5-diazabicyclo[2.2.1]heptan-2-yl)-phenyl)amino)pyrimidin-4-yl)-amino)thiophene-2-carboxamide ClC=1C(=NC(=NC1)NC1=C(C=C(C=C1)N1[C@H]2CN([C@@H](C1)C2)C)OC(F)F)NC2=C(SC=C2)C(=O)N